P(=O)(OCC)(OCC)OC1=CC=C(C=C1)C#C Diethyl (4-ethynylphenyl) phosphate